CC1=C(C=CC=C1)C(=O)O[O-] 2-methylbenzenecarboperoxoate